C1(CCCC1)S(=O)(=O)C=1C=C(C=CC1)NC(C1=C(C=NC=C1)F)=O N-(3-(cyclopentylsulfonyl)phenyl)-3-fluoroisonicotinamide